3-(3-fluoro-4-methoxyphenyl)-3-(5-(hydroxymethyl)-1-((2-(trimethylsilyl)-ethoxy)methyl)-1H-pyrazol-3-yl)propionic acid tert-butyl ester C(C)(C)(C)OC(CC(C1=NN(C(=C1)CO)COCC[Si](C)(C)C)C1=CC(=C(C=C1)OC)F)=O